glycidyl 2,2-dimethyloctanoate CC(C(=O)OCC1CO1)(CCCCCC)C